FC1=C(C=C(OC2=CC=CC(=N2)C=2C=CC3=CNN=C3C2)C=C1)OC 6-[6-(4-fluoro-3-methoxyphenoxy)pyridin-2-yl]-2H-indazole